2-(1H-imidazol-1-yl)-N-(5-oxo-1-phenylpyrrolidin-3-yl)isonicotinamide N1(C=NC=C1)C=1C=C(C(=O)NC2CN(C(C2)=O)C2=CC=CC=C2)C=CN1